N(=[N+]=[N-])[C@@H]1[C@@H](N(CC1)C(C1=CC=CC=C1)([2H])[2H])C (2S,3S)-3-azido-1-(dideutero(phenyl)methyl)-2-methylpyrrolidine